3-chloro-5-methyl-4-nitro-1-(epoxyhexane-4-yl)-1H-pyrazole ClC1=NN(C(=C1[N+](=O)[O-])C)C(CCC)C1CO1